BrC1=CC=CC2=C1C(=C(O2)C(=O)O)C 4-bromo-3-methylbenzofuran-2-carboxylic acid